N-(3-carbamoyl-1-methyl-1H-pyrazol-4-yl)-2-(1H-pyrazol-4-yl)-1,3-thiazole-4-carboxamide C(N)(=O)C1=NN(C=C1NC(=O)C=1N=C(SC1)C=1C=NNC1)C